ClC1=C(CN2CCN(C3=CC=CC=C23)C(CN2CCCCC2)=O)C=CC=C1 1-(4-(2-chlorobenzyl)-3,4-dihydroquinoxalin-1(2H)-yl)-2-(piperidin-1-yl)ethan-1-one